N[C@@H](C=CC(=O)O)CC |r| (±)-4-Aminohexenoic acid